NC1=NNC2=CC=C(C(=C12)C)C1=C(C=C(C=C1)S(=O)(=O)NC1C(CCC1)(C)O)C 4-(3-amino-4-methyl-1H-indazol-5-yl)-N-(2-hydroxy-2-methylcyclopentyl)-3-methylbenzenesulfonamide